(3-{1-[(3,3-Difluorocyclobutyl)methyl]-1H-pyrazol-4-yl}-6-[(2-methyl-1H-1,3-benzodiazol-6-yl)oxy]quinoxalin-5-yl)-2,5-dihydro-1H-pyrrole-1-carboxylic acid tert-butyl ester C(C)(C)(C)OC(=O)N1C(C=CC1)C1=C2N=C(C=NC2=CC=C1OC=1C=CC2=C(NC(=N2)C)C1)C=1C=NN(C1)CC1CC(C1)(F)F